N-[2-(2,2-difluoroethyl)phenyl]-4-({[3-(2-methoxyethoxy)pyridin-4-yl]methyl}amino)-2-oxo-1,2,5,6-tetrahydropyridine-3-carbothioamide FC(CC1=C(C=CC=C1)NC(=S)C=1C(NCCC1NCC1=C(C=NC=C1)OCCOC)=O)F